cis-3-(difluoromethyl)-1-(6-(3H-[1,2,3]triazolo[4,5-b]pyridin-6-yl)thieno[2,3-b]pyridin-2-yl)cyclobutanol FC(C1CC(C1)(O)C1=CC=2C(=NC(=CC2)C=2C=C3C(=NC2)NN=N3)S1)F